2-morpholin-4-yl-4-(4,4,5,5-Tetramethyl-1,3,2-dioxaborolan-2-yl)benzoic acid N1(CCOCC1)C1=C(C(=O)O)C=CC(=C1)B1OC(C(O1)(C)C)(C)C